BrC=1C=CC2=C(C3NC(N(C(O2)(C3)C)C3=CC(=CC=C3)C(=O)N3CC2=C(C=CC=C2CC3)F)=O)C1 8-Bromo-3-(3-(8-fluoro-1,2,3,4-tetrahydroisoquinoline-2-carbonyl)phenyl)-2-methyl-5,6-dihydro-2H-2,6-methanobenzo[g][1,3,5]oxadiazocin-4(3H)-one